2,5-Dimethyl-hexan CC(C)CCC(C)C